N1=CC(=CC=C1)C(=O)N1CC2=C(NC=3C=CC(=CC23)C=2C=NC=CC2)CC1 pyridin-3-yl(8-(pyridin-3-yl)-1,3,4,5-tetrahydro-2H-pyrido[4,3-b]indol-2-yl)methanone